C(#N)C=1C=C(C=CC1F)NC(=O)C1=C(N(C(=C1C)C(C(=O)NC(CO)(C)C)=O)C)C N-(3-cyano-4-fluorophenyl)-5-(2-((1-hydroxy-2-methylpropan-2-yl)amino)-2-oxoacetyl)-1,2,4-trimethyl-1H-pyrrole-3-carboxamide